C12(CC3CC(CC(C1)C3)C2)CO/N=C/2\CC[C@]3(CCN([C@H]3C2)C)C2=CC(=C(C=C2)OC)OC (E,3aS,7aS)-N-(1-adamantylmethoxy)-3a-(3,4-dimethoxyphenyl)-1-methyl-2,3,4,5,7,7a-hexahydroindol-6-imine